2,6-Difluoro-4-nitrobenzoic acid FC1=C(C(=O)O)C(=CC(=C1)[N+](=O)[O-])F